1-(5-(3-chloro-4-cyclopropylphenyl)-2,3-dihydro-1H-inden-1-yl)piperidine-4-carboxylate ClC=1C=C(C=CC1C1CC1)C=1C=C2CCC(C2=CC1)N1CCC(CC1)C(=O)[O-]